1,4-dihydropyridine-3-carboxylate N1C=C(CC=C1)C(=O)[O-]